2-(4-((4-aminophenyl)sulfonyl)piperazin-1-yl)-6-methylpyrimidine NC1=CC=C(C=C1)S(=O)(=O)N1CCN(CC1)C1=NC(=CC=N1)C